ethyl-1H-pyrrole-3-carboxylate C(C)OC(=O)C1=CNC=C1